OCCN1N=CC(=C1)NC1CCC2(CCN(C2)C(CCC2=CC(=CC(=C2)C)C)=O)CC1 1-{(5s,8s)-8-[1-(2-hydroxyethyl)-4-pyrazolylamino]-2-aza-2-spiro[4.5]decyl}-3-(3,5-xylyl)-1-propanone